C(N)(OCCSC1=NON=C1C1=NOC(N1C1=CC(=C(C=C1)F)Br)=O)=O (2-((4-(4-(3-bromo-4-fluorophenyl)-5-oxo-4,5-dihydro-1,2,4-oxadiazol-3-yl)-1,2,5-oxadiazol-3-yl) thio) ethyl) carbamate